ClC1=C(C=CC(=C1)Cl)C=1CCCC2=C(C1C1=CC=C(C=C1)O[C@@H]1CN(CC1)CCCF)C=CC(=C2)C(CC(=O)OC)=O methyl (S)-3-(8-(2,4-dichlorophenyl)-9-(4-((1-(3-fluoropropyl)pyrrolidin-3-yl)oxy)phenyl)-6,7-dihydro-5H-benzo[7]annulen-3-yl)-3-oxopropanoate